7-(3,4-dimethoxyphenyl)-N-(5-(morpholine-4-carbonyl)pyridin-2-yl)pyrazolo[1,5-a]pyrimidine-2-carboxamide COC=1C=C(C=CC1OC)C1=CC=NC=2N1N=C(C2)C(=O)NC2=NC=C(C=C2)C(=O)N2CCOCC2